O=C1NC(CCC1N1C(C2=CC=CC(=C2C1=O)NCCCCCCCCCC(=O)O)=O)=O 10-{[2-(2,6-dioxopiperidin-3-yl)-1,3-dioxoisoindol-4-yl]amino}decanoic acid